N1=C(C=NC=C1)C=1N=C(N(N1)C1=NC=CC=N1)C(C)N 1-(5-pyrazin-2-yl-2-pyrimidin-2-yl-1,2,4-triazol-3-yl)ethylamine